CO[C@H](COS(=O)(=O)C)C methanesulfonic acid (S)-2-methoxypropyl ester